3-benzhydroxy-2-propanol methacrylate C(C(=C)C)(=O)OC(C)COC(C1=CC=CC=C1)C1=CC=CC=C1